BrC=1C=C2C=C(C(=C(N2C1)C(C)N1CCN(CC1)S(=O)(=O)C)C)C(=O)NCC=1C(NC(=CC1C)C)=O 2-bromo-N-((4,6-dimethyl-2-oxo-1,2-dihydropyridin-3-yl)methyl)-6-methyl-5-(1-(4-(methylsulfonyl)piperazin-1-yl)ethyl)indolizine-7-carboxamide